bromodihexylfluorene BrC=1C(=C(C=2CC3=CC=CC=C3C2C1)CCCCCC)CCCCCC